FC=1C=2N(C=C(C1)NC(=O)N1CCC=3C1=NC=C(C3N3CCN(CC3)C(=O)OC(C)(C)C)C)C=C(N2)C tert-butyl 4-(1-((8-fluoro-2-methylimidazo[1,2-a]pyridin-6-yl)carbamoyl)-5-methyl-2,3-dihydro-1H-pyrrolo[2,3-b]pyridin-4-yl)piperazine-1-carboxylate